C(C)S(=O)(=O)CC1CN(C1)C=1C=CC(=C2C=C(N=CC12)NC1=NC(=NC=C1)N1C[C@H]([C@H](C(C1)(F)F)OC)O)C(C)C (3R,4R)-1-{4-[(8-{3-[(ethanesulfonyl)meth-yl]azetidin-1-yl}-5-(propan-2-yl)isoquinolin-3-yl)amino]pyrimidin-2-yl}-5,5-difluoro-4-methoxypiperidin-3-ol